5-hydroxynaphthalene-1-sulfonic acid OC1=C2C=CC=C(C2=CC=C1)S(=O)(=O)O